C(N)(=O)C=1N(C2=CC=CC=C2C(C1)=O)C 2-carbamoyl-1-methyl-4-oxo-1,4-dihydroquinoline